O1-tert-Butyl O4-ethyl 4-[(2-chlorothiazol-4-yl)methyl]piperidine-1,4-dicarboxylate ClC=1SC=C(N1)CC1(CCN(CC1)C(=O)OC(C)(C)C)C(=O)OCC